tert-butyl (S)-2-(4-methoxy-2-(3-(2-methoxyethoxy)phenyl)-4-carbonylbutyl)-2,7-diazaspiro[3.5]nonane-7-carboxylate COC(C[C@H](CN1CC2(C1)CCN(CC2)C(=O)OC(C)(C)C)C2=CC(=CC=C2)OCCOC)=C=O